CNC1=NC(=CC(=C1)C)[Sn](C)(C)C N,4-dimethyl-6-(trimethylstannyl)pyridin-2-amine